3-Methyl-N-vinylimidazolium methylsulfate COS(=O)(=O)[O-].C[N+]1=CN(C=C1)C=C